(S)-2-((2-((S)-4-(difluoromethyl)-2-oxooxazolidin-3-yl)-5,6-dihydrobenzo[f]imidazo[1,2-d][1,4]thiazepin-9-yl)amino)propanamide FC([C@H]1N(C(OC1)=O)C=1N=C2N(CCSC3=C2C=CC(=C3)N[C@H](C(=O)N)C)C1)F